C(N)(=O)NC(C1=CN=C(C(=C1Cl)F)Cl)=O N-carbamoyl-4,6-dichloro-5-fluoro-nicotinamide